C1(=CC=CC=C1)C1=C(C=CC=C1F)S(=O)(=O)OC1=NOC(C1)(C(F)(F)F)C1=CC(=CC(=C1)Cl)Cl (5-(3,5-dichlorophenyl)-5-(trifluoromethyl)-4,5-dihydroisoxazol-3-yl) phenyl-3-fluorobenzenesulfonate